tert-butyl (S)-(1-cycloheptyl-2-((5-(1-ethyl-4-methyl-1H-1,2,3-triazol-5-yl)pyridin-2-yl)amino)-2-oxoethyl)carbamate C1(CCCCCC1)[C@@H](C(=O)NC1=NC=C(C=C1)C1=C(N=NN1CC)C)NC(OC(C)(C)C)=O